FC(C=1OC(=NN1)C=1C=NC(=C(C1)F)COC1=CC2=CC=CC=C2C=C1)F 2-(Difluoromethyl)-5-(5-fluoro-6-((naphthalen-2-yloxy)methyl)pyridin-3-yl)-1,3,4-oxadiazole